N-octadecyl-2-acetyl-3,6-dihydroxypyridin-4-one C(CCCCCCCCCCCCCCCCC)N1C(=C(C(C=C1O)=O)O)C(C)=O